((ethoxycarbonyl)(isopentyl)amino)propanoate C(C)OC(=O)N(CCC(C)C)C(C(=O)[O-])C